C(C)(=O)N1CCC(CC1)C(=O)N1N=CC2=CC(=C(C=C12)C=1C=2C=NN(C2C=CC1)CC(=O)NCC(=O)NCC(=O)O)F (2-(1'-(1-acetylpiperidine-4-carbonyl)-5'-fluoro-1H,1'H-[4,6'-biindazol]-1-yl)acetyl)glycylglycine